C1(=CC=CC=C1)N1N=C(C(=C1)/C=C/C(=O)O)C1=CC=CC=C1 (E)-3-(1,3-diphenyl-1H-pyrazol-4-yl)acrylic acid